1-(4-fluorophenyl)-3-(4-nitrophenyl)thiourea FC1=CC=C(C=C1)NC(=S)NC1=CC=C(C=C1)[N+](=O)[O-]